2-(3-cyclohexyl-5-methyl-4,5-dihydro-isoxazol-5-yl)acetic acid C1(CCCCC1)C1=NOC(C1)(C)CC(=O)O